CC1=C(C=C(C=C1)C)C=1C(NC2(C1O)CCC(CC2)OC)=O 3-(2,5-dimethylphenyl)-8-methoxy-2-oxo-1-aza-spiro[4.5]-dec-3-en-4-ol